2-butyl-7-fluorobenzo[d]thiazol C(CCC)C=1SC2=C(N1)C=CC=C2F